1,4-pentanediol sulfate S(=O)(=O)(O)O.C(CCC(C)O)O